OC1=CC(=CC=2OC3=C(C=CC=C3C(C12)=O)O)O 1,3,5-trihydroxy-9H-xanthen-9-one